CC1=CC=CC(=N1)CC1CN2CCCC(NCCNCCNCC1)C2 3-((6-methylpyridin-2-yl)methyl)-1,6,9,12-tetraazabicyclo[11.3.1]heptadecane